COC=1C=C2C(=NC(=NC2=CC1)C)SCC(=O)C1=CC=C(S1)CNC(CN1CCCCC1)=O N-((5-(2-((6-methoxy-2-methylquinazolin-4-yl)thio)acetyl)thiophen-2-yl)methyl)-2-(piperidin-1-yl)acetamide